C(C1CO1)C=1C(=C(C(=C(C1C(=O)O)C(=O)O)CC1CO1)C(=O)O)CC1CO1.CSC(C)CCC1=CC(=CC=C1)Cl 2-methylsulfanyl-4-(3-chlorophenyl)butane triglycidyl-1,2,4-benzenetricarboxylate